FC(C(=O)O)(F)F.FC1=C(N=CC=2N=CN=C(C21)NC2=CC(=C(C=C2)OC2=CC=1N(C=C2)N=CN1)C)N1CCNCC1 5-fluoro-N-[3-methyl-4-([1,2,4]triazolo[1,5-a]pyridin-7-yloxy)phenyl]-6-piperazin-1-yl-pyrido[3,4-d]pyrimidin-4-amine 2,2,2-trifluoroacetate